OC1=CC=C(C=C1)C(CCC1=CC=C(C=C1)O)O (4-hydroxyphenyl)-3-(4'-hydroxyphenyl)-1-propanol